uronium chloride salt [Cl-].[NH2+]=C(O)N